[Se]1[CH-]C=CC=C1.[Mn+2].[Se]1[CH-]C=CC=C1 manganese selenainide